FC1(CCN(CC1)C1=NC(=CC(=N1)C1=CN=C(O1)C1=C(C=C(C=C1)NS(=O)(=O)CCO)N1CCC2(CC2)CC1)C)F N-(4-(5-(2-(4,4-Difluoropiperidin-1-yl)-6-methylpyrimidin-4-yl)oxazol-2-yl)-3-(6-azaspiro[2.5]octane-6-yl)Phenyl)-2-hydroxyethane-1-sulfonamide